Z-butoxysilanol C(CCC)O[SiH2]O